CC1=C(C=C)C=CC=C1C1=CC=CC=C1 2-methyl-3-phenylstyrene